CC(C(=O)OCCO)=C 2-hydroxyethyl methylacrylate